OC1=C(C(=O)C2=CC=CC=C2)C=CC=C1 Hydroxyl-Benzophenone